ethyl 1-[1-(5-chloro-2-hydroxyphenyl)piperidin-3-yl]-5-(trifluoromethyl)-1H-pyrazole-4-carboxylate ClC=1C=CC(=C(C1)N1CC(CCC1)N1N=CC(=C1C(F)(F)F)C(=O)OCC)O